[Sn].C(CCCCCO)O 1,6-hexanediol monotin